N1(C=NC=C1)C1=CC=C(C=C1)C1=CC=CN1C1=C(C=C(C=C1)C(N)=O)C 5-(4-(1H-imidazol-1-yl)phenyl)-1-(4-carbamoyl-2-methylphenyl)-1H-pyrrole